CN1C2=C(C3=C1C(N(N=C3)CC3=CSC1=C3C=NC=C1)=O)CCN(C2)S(=O)(=O)C 5-methyl-7-(methylsulfonyl)-3-(thieno[3,2-c]pyridin-3-ylmethyl)-3,5,6,7,8,9-hexahydro-4H-pyrido[4',3':4,5]pyrrolo[2,3-d]pyridazin-4-one